Tri-Fluoromethan-sulfonate FC(S(=O)(=O)[O-])(F)F